6-Methyl-2-(2-methylpyridin-4-yl)-N-[(3S)-2-oxo-5-phenyl-1,3-dihydro-1,4-benzodiazepin-3-yl]imidazo[1,2-b]pyridazine-3-carboxamide CC=1C=CC=2N(N1)C(=C(N2)C2=CC(=NC=C2)C)C(=O)N[C@@H]2C(NC1=C(C(=N2)C2=CC=CC=C2)C=CC=C1)=O